O=S1(CCN(CC1)C=1OC2=C(N1)C=C(C=C2)NC(=O)C=2C=CC1=C(N(CCO1)C)C2)=O 4-methyl-3,4-dihydro-2H-benzo[1,4]oxazine-6-carboxylic acid [2-(1,1-dioxo-thiomorpholin-4-yl)-benzooxazol-5-yl]-amide